FC1=C(C(=CC=C1)F)C=1C(=NC=C(C1)C)C1(CC(=NO1)N1C[C@H](C(C1)(F)F)NS(=O)(=O)C)CF N-[(3R)-1-{5-[3-(2,6-difluorophenyl)-5-methylpyridin-2-yl]-5-(fluoromethyl)-4,5-dihydro-1,2-oxazol-3-yl}-4,4-difluoropyrrolidin-3-yl]methanesulfonamide